methyl (1r,2S,5S)-3-((S)-3,3-dimethyl-2-((4-methylpyrimidin-2-yl) amino) butanoyl)-6,6-dimethyl-3-azabicyclo[3.1.0]hexane-2-carboxylate CC([C@@H](C(=O)N1[C@@H]([C@H]2C([C@H]2C1)(C)C)C(=O)OC)NC1=NC=CC(=N1)C)(C)C